5,7-Difluoro-1-(4-(1-isopropylpiperidin-4-yl)phenyl)-1H-indazol-6-ol FC=1C=C2C=NN(C2=C(C1O)F)C1=CC=C(C=C1)C1CCN(CC1)C(C)C